BrC=1C(=C(C=C2C=CC=NC12)F)C(=O)C1=C(C=CC(=C1)F)Cl (8-bromo-6-fluoroquinolin-7-yl)(2-chloro-5-fluorophenyl)methanone